3-(6-phenylpyridin-2-yl)-4,5-dihydroisoxazole-5-carboxamide C1(=CC=CC=C1)C1=CC=CC(=N1)C1=NOC(C1)C(=O)N